ClC1=CC=C(C=C1)NC(N)=O (E)-N'-(4-chlorophenyl)urea